furan-2-sulfinic acid, lithium salt [Li+].O1C(=CC=C1)S(=O)[O-]